4-[[(7R)-8-cyclopentyl-7-ethyl-5-methyl-6-oxo-7H-pteridin-2-yl]amino]-3-methoxy-N-[2-[4-(4-piperidyloxy)butoxy]ethyl]benzamide C1(CCCC1)N1[C@@H](C(N(C=2C=NC(=NC12)NC1=C(C=C(C(=O)NCCOCCCCOC2CCNCC2)C=C1)OC)C)=O)CC